tropenol 3,3'-difluorobenzilate FC=1C=C(C(C(=O)O[C@]23C=CC[C@H](CC2)N3C)(O)C3=CC(=CC=C3)F)C=CC1